CN1N=C(C(=C1C(=O)N)C(F)(F)F)C(C(F)(F)F)(F)F 1-methyl-3-(pentafluoroethyl)-4-(trifluoromethyl)-1H-pyrazole-5-carboxamide